methyl-4,5,6,7-tetrahydrobenzothiophen-6-amine hydrochloride Cl.CC=1SC2=C(C1)CCC(C2)N